FC(C1=NN(C(=C1)C)C1=NC(=CC=C1C(C)=O)N1C=NC=2C=NC(=CC21)NC=2N=NC(=CC2)C)F 1-[2-[3-(difluoromethyl)-5-methyl-pyrazol-1-yl]-6-[6-[(6-methylpyridazin-3-yl)amino]imidazo[4,5-c]pyridin-1-yl]-3-pyridinyl]ethanone